bis(dimethyl thiocarbamoyl) disulfide CN(C(=S)SSC(N(C)C)=S)C